The molecule is a member of the class of adenosines obtained by replacement of the 5'-hydroxy group of adenosine by a methylsulfinyl group. It has a role as a Camellia sinensis metabolite and a human urinary metabolite. It is a member of adenosines and a sulfoxide. CS(=O)C[C@@H]1[C@H]([C@H]([C@@H](O1)N2C=NC3=C(N=CN=C32)N)O)O